C[C@@H]1CN(C[C@@H](N1)C)C1=CC=C(N=N1)C1=C(C=C(C=N1)C1=CC(=NC=C1)OC)O 6-{6-[(3R,5S)-3,5-dimethylpiperazin-1-yl]pyridazin-3-yl}-2'-methoxy[3,4'-bipyridine]-5-ol